2-(4-(4-carbamoylpiperidin-1-yl)phenyl)acetic acid tert-butyl ester C(C)(C)(C)OC(CC1=CC=C(C=C1)N1CCC(CC1)C(N)=O)=O